7-{6-azaspiro[2.5]oct-6-yl}-N-[2-(4,4-difluoropiperidin-1-yl)-6-methylpyridin-4-yl]-5-(2-hydroxyethanesulfonylamino)imidazo[1,2-a]pyridine-8-carboxamide C1CC12CCN(CC2)C2=C(C=1N(C(=C2)NS(=O)(=O)CCO)C=CN1)C(=O)NC1=CC(=NC(=C1)C)N1CCC(CC1)(F)F